C(C1=CC=CC=C1)OC1=C(C=C(C(=O)OC)C=C1)C1CC1 methyl 4-(benzyloxy)-3-cyclopropylbenzoate